N-(3-bromo-5-fluorobenzyl)-4-(5-methyl-2-((1-methyl-1H-pyrazol-5-yl)amino)pyrimidin-4-yl)oxazole-2-carboxamide BrC=1C=C(CNC(=O)C=2OC=C(N2)C2=NC(=NC=C2C)NC2=CC=NN2C)C=C(C1)F